2,4,6-triiodotoluene IC1=C(C)C(=CC(=C1)I)I